((5-bromo-1-methyl-6-oxo-1,6-dihydropyridin-3-yl)oxy)-1H-1,2,3-triazole-4-carboxylic acid ethyl ester C(C)OC(=O)C=1N=NN(C1)OC1=CN(C(C(=C1)Br)=O)C